N-(3-fluoro-2'-hydroxy-3'-(3-(piperazin-1-yl)isoxazol-5-yl)-[1,1'-biphenyl]-4-yl)acetamide trifluoroacetate FC(C(=O)O)(F)F.FC=1C=C(C=CC1NC(C)=O)C1=C(C(=CC=C1)C1=CC(=NO1)N1CCNCC1)O